C(C1=CC=CC=C1)NCC12CCC(CC1)(C2)C(=O)OC methyl 4-((benzylamino)methyl)bicyclo[2.2.1]heptane-1-carboxylate